2-Propeneic acid, butyl ester C(C=C)(=O)OCCCC